3-fluoro-2-hydroxy-5-((2-phenylthiazol-5-yl)sulfonyl)benzaldehyde FC=1C(=C(C=O)C=C(C1)S(=O)(=O)C1=CN=C(S1)C1=CC=CC=C1)O